5,6,7,8-Tetrahydroquinolin-5-oL N1=CC=CC=2C(CCCC12)O